3-(methylthio)-2-phenyl-4-(trifluoromethyl)thiophene CSC1=C(SC=C1C(F)(F)F)C1=CC=CC=C1